BrC=1C=C(C=CC1)NC1=CC(=CC=C1)Br 3-bromo-N-(3-bromophenyl)benzenamine